3-(2-bromobenzylidene)isobenzofuran-1(3H)-one BrC1=C(C=C2OC(C3=CC=CC=C23)=O)C=CC=C1